3-amino-4-(2-thienyl)-butyric acid NC(CC(=O)O)CC=1SC=CC1